BrC=1C=C(C=C2C(N(C(=NC12)[C@H]1N(C[C@@H](C1)O)C(=O)OC(C)(C)C)C1=CC(=C(C=C1)OC)F)=O)C#N tert-butyl (2S,4R)-2-(8-bromo-6-cyano-3-(3-fluoro-4-methoxyphenyl)-4-oxo-3,4-dihydroquinazolin-2-yl)-4-hydroxypyrrolidine-1-carboxylate